NC1=NC(=NC=C1C(=O)OCC)N1CCN(CC1)C1=NC=CC=C1 Ethyl 4-amino-2-(4-(pyridin-2-yl)piperazin-1-yl)pyrimidine-5-carboxylate